OC[C@H](C1=CC=CC=C1)NC1=NC(=CC2=CN=C(C=C12)N[C@@H]1CNCCC1)C#N 1-(((S)-2-hydroxy-1-phenylethyl)amino)-7-(((S)-piperidin-3-yl)amino)-2,6-naphthyridine-3-carbonitrile